(3R,8S,9aR)-8-(2,3-dichloro-6-hydroxyphenyl)-3-(hydroxymethyl)-octahydropyrido[1,2-a]pyrazin-4-one ClC1=C(C(=CC=C1Cl)O)[C@@H]1C[C@H]2N(C([C@H](NC2)CO)=O)CC1